C(C1=CC=CC=C1)N1C([C@@H](NC([C@H]1CC)=O)C)=O (3s,6r)-1-benzyl-6-ethyl-3-methylpiperazine-2,5-dione